ethyl (S)-4-bromo-2-phenyl-2,3-dihydrofuro[2,3-b]pyridine-2-carboxylate BrC1=C2C(=NC=C1)O[C@](C2)(C(=O)OCC)C2=CC=CC=C2